F[C@@](C=1C=C(C=CC1)N1C(C2=CC(=CC(=C2C1)C(F)(F)F)CNC1(CCC1)C)=O)(C1=NN=CN1C)C1(COC1)F (S)-2-(3-(fluoro(3-fluorooxetan-3-yl)(4-methyl-4H-1,2,4-triazol-3-yl)methyl)-phenyl)-6-(((1-methylcyclobutyl)amino)methyl)-4-(trifluoromethyl)isoindolin-1-one